S1C(=NC2=C1C=CC=C2)SCC=2C=C(C=CC2OC)C=CC(=O)C2=C(C=CC=C2)O 3-[3-(1,3-Benzothiazol-2-ylsulfanylmethyl)-4-methoxyphenyl]-1-(2-hydroxyphenyl)prop-2-en-1-one